C(C=C)C1(OC[C@H](C2=C(C=C(C=C12)C)Br)C)CO ((4S)-1-allyl-5-bromo-4,7-dimethylisochroman-1-yl)methanol